2-chloro-N-[1-(2-pyrimidin-2-yl-1,2,4-triazol-3-yl)ethyl]-6,8-bis(trifluoromethyl)quinazolin-4-amine ClC1=NC2=C(C=C(C=C2C(=N1)NC(C)C=1N(N=CN1)C1=NC=CC=N1)C(F)(F)F)C(F)(F)F